[Cl-].[Cl-].CC=1C(=C(C(C1)(C)[Zr+2]C1C=C(C2=CC=CC=C12)C1=CC=CC=C1)C)C (tetramethylcyclopentadienyl)(3-phenylindenyl)zirconium dichloride